FC(=C(C(F)(F)F)F)N(C(F)(F)F)C(F)(F)F 1,2,3,3,3-pentafluoro-N,N-bis(trifluoromethyl)prop-1-en-1-ylamine